(2-(5-(trifluoromethyl)-1,2,4-oxadiazol-3-yl)-4,7-dihydrothieno[2,3-c]pyridin-6(5H)-yl)(2-(trifluoromethyl)phenyl)methanone FC(C1=NC(=NO1)C1=CC2=C(CN(CC2)C(=O)C2=C(C=CC=C2)C(F)(F)F)S1)(F)F